C(C1=CC=CC=C1)C1(CC(=NO1)COC1=CC(=CC=C1)Cl)C(=O)OC methyl 5-benzyl-3-((3-chlorophenoxy)methyl)-4,5-dihydroisoxazole-5-carboxylate